1-(4-Bromophenyl)-4-Methylpentane-1,3-Dione BrC1=CC=C(C=C1)C(CC(C(C)C)=O)=O